(tetramethyl-cyclopentadienyl)(n-propyl-cyclopentadienyl)zirconium dichloride [Cl-].[Cl-].CC=1C(=C(C(C1)(C)[Zr+2]C1(C=CC=C1)CCC)C)C